6-[5-(6-methyl-2-pyridyl)-1H-pyrazol-4-yl]-1,5-naphthyridine-3-carbohydrazide CC1=CC=CC(=N1)C1=C(C=NN1)C=1N=C2C=C(C=NC2=CC1)C(=O)NN